(S)-2-(2,5-difluoro-4-(6-((3-fluoro-5-(thiazol-4-ylethynyl)pyridin-2-yl)methoxy)pyridin-2-yl)benzyl)-1-(oxetan-2-ylmethyl)-1H-benzo[d]imidazole-6-carboxylic acid FC1=C(CC2=NC3=C(N2C[C@H]2OCC2)C=C(C=C3)C(=O)O)C=C(C(=C1)C1=NC(=CC=C1)OCC1=NC=C(C=C1F)C#CC=1N=CSC1)F